5-{[(4-fluorophenyl)methyl]amino}-3-(2-methyl-4-oxopyrrolidin-3-yl)-1-(thiophene-3-carbonyl)-1H-pyrazole-4-carbonitrile FC1=CC=C(C=C1)CNC1=C(C(=NN1C(=O)C1=CSC=C1)C1C(NCC1=O)C)C#N